7-fluoro-N-((R)-1-((cis)-4-(6-fluoroquinolin-4-yl)cyclohexyl)propan-2-yl)-6-methoxybenzo[d]oxazol-2-amine FC1=C(C=CC=2N=C(OC21)N[C@@H](C[C@@H]2CC[C@@H](CC2)C2=CC=NC1=CC=C(C=C21)F)C)OC